N-((2-((3-((5-ethyl-2-methoxyphenyl)sulfonamido)-4-methoxybenzo[d]isoxazol-6-yl)oxy)thiazol-5-yl)methyl)-2-fluoroacrylamide C(C)C=1C=CC(=C(C1)S(=O)(=O)NC1=NOC2=C1C(=CC(=C2)OC=2SC(=CN2)CNC(C(=C)F)=O)OC)OC